N-(3-((1s,3S)-3-(cyanomethyl)-1-(4-methyl-4H-1,2,4-triazol-3-yl)cyclobutyl)phenyl)-7-(((3R,5S)-4,4-difluoro-3,5-dimethylpiperidin-1-yl)methyl)-1H-pyrrolo[3,2-b]pyridine-5-carboxamide C(#N)CC1CC(C1)(C1=NN=CN1C)C=1C=C(C=CC1)NC(=O)C1=CC(=C2C(=N1)C=CN2)CN2C[C@H](C([C@H](C2)C)(F)F)C